ethyl octonate CCOC(=O)C(C(C(C(C(C(CO)O)O)O)O)O)O